N-(3-cyclobutyl-7-(difluoromethyl)pyrazolo[1,5-a]pyridin-2-yl)-3,3-dimethylbutanamide C1(CCC1)C=1C(=NN2C1C=CC=C2C(F)F)NC(CC(C)(C)C)=O